4-(oxetan-3-yloxy)-N-[(1R,3S)-3-(7-prop-1-ynyl-[1,2,4]triazolo[4,3-a]pyridin-3-yl)cyclohexyl]-5-(trifluoromethyl)pyrimidin-2-amine O1CC(C1)OC1=NC(=NC=C1C(F)(F)F)N[C@H]1C[C@H](CCC1)C1=NN=C2N1C=CC(=C2)C#CC